OCCNCCO 2-[(2-Hydroxyethyl)amino]ethan-1-ol